ClC1=CC=C(C=C1)/C(=C/C(=O)OC)/C#N methyl (Z)-3-(4-chlorophenyl)-3-cyanoacrylate